COC(=O)C=1C=C2N=C(C(=NC2=CC1)NC1(CC1)CO)Cl 3-Chloro-2-(1-(hydroxymethyl)cyclopropyl)aminoquinoxaline-6-carboxylic acid methyl ester